4-fluoro-2-(propan-2-yloxy)aniline FC1=CC(=C(N)C=C1)OC(C)C